N-[2,4-difluoro-3-[5-fluoro-1-(1-[[2-(trimethylsilyl)ethoxy]methyl]imidazol-2-yl)imidazo[1,5-a]pyridin-6-yl]phenyl]-5-fluoro-2-methoxypyridine-3-sulfonamide FC1=C(C=CC(=C1C=1C=CC=2N(C1F)C=NC2C=2N(C=CN2)COCC[Si](C)(C)C)F)NS(=O)(=O)C=2C(=NC=C(C2)F)OC